O.C(C=O)(=O)O glyoxalate monohydrate